FC(F)C1=NC(=NC=C1)C=1C(=NC(=CC1)F)C (difluoromethyl)-2-(6-fluoro-2-methylpyridin-3-yl)pyrimidine